C(C1=CC=CC=C1)O[C@H]1[C@H]([C@@H](O[C@]1(CO)COCC1=CC=CC=C1)N1C2=NC=NC(=C2N=C1)NC(C1=CC=CC=C1)=O)O N-[9-[(2R,3R,4S,5R)-4-benzyloxy-5-(benzyloxymethyl)-3-hydroxy-5-(hydroxymethyl)-tetrahydrofuran-2-yl]purin-6-yl]benzamide